silicon dioxide fluoride salt [F-].[Si+](=O)=O